C(C)OC1=C(O[C@H]2CN(CCC2)C2=CN=CC(=N2)NC2=NC=CC(=N2)N2CC(CC2)C(=O)O)C=CC=C1 1-(2-((6-((R)-3-(2-ethoxyphenoxy)piperidin-1-yl)pyrazin-2-yl)amino)pyrimidin-4-yl)pyrrolidine-3-carboxylic acid